C(C)(C)(C)C1=CC=C(C=C1)C(=O)N1CC2=C(CC1)SC=C2C2=NOC(=N2)C(F)(F)F (4-(tert-butyl)phenyl)(3-(5-(trifluoromethyl)-1,2,4-oxadiazol-3-yl)-6,7-dihydrothieno[3,2-c]pyridin-5(4H)-yl)methanone